[Cl-].[Cl-].CC[Zr+2](C1C2=CC=CC=C2C=2C=CC=CC12)C1C2=CC=CC=C2C=2C=CC=CC12 2-ethylbis(9-fluorenyl)zirconium dichloride